OC[C@H]1[C@@H](C1)CCCC(C(=O)OC(C)(C)C)(C)C tert-butyl 5-((1R,2R)-2-(hydroxymethyl)cyclopropyl)-2,2-dimethylpentanoate